C1(CCCCCCCCCCCCCC1)OB(O)O cyclopentadecyl-boric acid